(S)-3-(1-aminoethyl)-8-ethynyl-2-phenyl-4,5-dihydrocyclopenta[de]isoquinolin-1(2H)-one N[C@@H](C)C=1N(C(C=2C(=CC=C3C2C1CC3)C#C)=O)C3=CC=CC=C3